2-((1R,2R)-1-(2-cyanophenyl)-1-(3,6-dimethylpyrazin-2-yl)propan-2-yl)-5-hydroxy-N-(isoxazol-4-yl)-1-methyl-6-oxo-1,6-dihydropyrimidine-4-carboxamide C(#N)C1=C(C=CC=C1)[C@@H]([C@@H](C)C=1N(C(C(=C(N1)C(=O)NC=1C=NOC1)O)=O)C)C1=NC(=CN=C1C)C